(S)-N-(6-(cyclopropylmethoxy)pyridazin-3-yl)-2-(4,4-difluoro-3-(5-(hydroxymethyl)-6-oxo-1,6-dihydropyridin-3-yl)piperidin-1-yl)propionamide C1(CC1)COC1=CC=C(N=N1)NC([C@H](C)N1CC(C(CC1)(F)F)C1=CNC(C(=C1)CO)=O)=O